BrC1=C(C=C(C=C1C(C)C)F)C(C)C 2-bromo-5-fluoro-1,3-bis(prop-2-yl)benzene